C(#N)C1=C(C=C(C(=O)N)C=C1)OC1=C(C=C(C=C1)OCCCN1C(OCC1)=O)F 4-cyano-3-[2-fluoro-4-[3-(2-oxooxazolidin-3-yl)propoxy]phenoxy]benzamide